(2-(3,4,5-trimethoxyphenyl)-1H-imidazol-4-yl)methanone COC=1C=C(C=C(C1OC)OC)C=1NC=C(N1)C=O